C(#N)C=1C=CC(=NC1C(F)(F)F)\C(=N\[S@](=O)C(C)(C)C)\C1=CC(=C(C=C1)OC(F)(F)F)F (R,E)-N-((5-cyano-6-(trifluoromethyl)pyridin-2-yl)(3-fluoro-4-(trifluoromethoxy)phenyl)methylene)-2-methylpropane-2-sulfinamide